FC=1C=C(C=CC1C(=O)N)C1=CC=CC=C1 3-fluoro-[1,1'-biphenyl]-4-carboxamide